N1=C(C=CC=C1)CN(CCCCN)C1CCCC=2C=CC=NC12 N1-(Pyridin-2-ylmethyl)-N1-(5,6,7,8-tetrahydroquinolin-8-yl)butane-1,4-diamine